6-chloro-2-fluoro-7-(prop-2-yn-1-yl)-7H-purine ClC1=C2N(C=NC2=NC(=N1)F)CC#C